FC1([C@@H]([C@@H](N(C1)C(=O)C1CC(C1)F)CC=1C(=C(C=CC1)C1=CC(=CC=C1)OC)F)NS(=O)(=O)CC)F N-{(2S,3R)-4,4-difluoro-1-(3-fluorocyclobutane-1-carbonyl)-2-[(2-fluoro-3'-methoxy-[1,1'-biphenyl]-3-yl)methyl]-pyrrolidin-3-yl}ethanesulfonamide